[Br-].C1(CCC1)C[Zn+] (cyclobutylmethyl)zinc (II) bromide